(R)-(4-Fluorophenyl)(1-(furan-3-yl)-8-methyl-3-(3-methyl-1,2,4-thiadiazol-5-yl)-5,6-Dihydroimidazo[1,5-a]pyrazin-7(8H)-yl)methanone FC1=CC=C(C=C1)C(=O)N1[C@@H](C=2N(CC1)C(=NC2C2=COC=C2)C2=NC(=NS2)C)C